(2R,3R)-2-acetylamino-3-methyl-3-phenylalanine C(C)(=O)N[C@](N)([C@@H](C1=CC=CC=C1)C)C(=O)O